Methyl 5-[({1-[2-fluoro-4-(trifluoromethyl) phenyl]cyclopropyl}carbonyl) amino]-2-(thieno[2,3-b]pyridin-2-yl)benzoate FC1=C(C=CC(=C1)C(F)(F)F)C1(CC1)C(=O)NC=1C=CC(=C(C(=O)OC)C1)C1=CC=2C(=NC=CC2)S1